C(#N)C1=CC(=C(C(=C1)C)C1=NC=NC(=C1)C1=CC=CC=C1)C 4-(4-cyano-2,6-dimethylphenyl)-6-phenylpyrimidine